5-cyclopropyl-N-(8-fluoro-3-quinolyl)-2-isobutyl-2-methyl-pent-4-ynamide C1(CC1)C#CCC(C(=O)NC=1C=NC2=C(C=CC=C2C1)F)(C)CC(C)C